C(C)C1=CC(CCC1)=O 3-ethylcyclohex-2-en-1-one